CO[C@@H]1C[C@@H](N(C1)C(=O)OC(C)(C)C)CNC(=O)C1=CN(CCS1)C=1C2=C(N=CN1)N(C=C2)COCC[Si](C)(C)C tert-butyl (2R,4R)-4-methoxy-2-((4-(7-((2-(trimethylsilyl)ethoxy)methyl)-7H-pyrrolo[2,3-d]pyrimidin-4-yl)-3,4-dihydro-2H-1,4-thiazine-6-carboxamido)methyl)pyrrolidine-1-carboxylate